N-(BENZOYL)-PHENYLALANIN C(C1=CC=CC=C1)(=O)N[C@@H](CC1=CC=CC=C1)C(=O)O